COCN1C(N(C2C1N(C(N2COC)=O)COC)COC)=O 1,3,4,6-Tetra(methoxymethyl)tetrahydroimidazo[4,5-d]imidazole-2,5(1H,3H)-dione